(2S,4R)-1-(2-(3-acetyl-5-(pyrazolo[1,5-a]pyrimidin-5-yl)-1H-indazol-1-yl)acetyl)-N-(6-bromopyridin-2-yl)-4-fluoropyrrolidine-2-carboxamide C(C)(=O)C1=NN(C2=CC=C(C=C12)C1=NC=2N(C=C1)N=CC2)CC(=O)N2[C@@H](C[C@H](C2)F)C(=O)NC2=NC(=CC=C2)Br